C(CC)C(C(=O)NN)CCCCCCN1N=NC(=C1)C=1C=NC=CC1 n-propyl-8-(4-(pyridin-3-yl)-1H-1,2,3-triazole-1-yl)octanehydrazide